FC1=C(C=CC=C1OCCCN1CCOCC1)C1=C(C(=CC=C1)C1=NC2=C(N1C)C=C(C(=C2)CN2C(CCCC2)CC(=O)O)OC)C 1-((2-(2'-fluoro-2-methyl-3'-(3-morpholinopropoxy)-[1,1'-biphenyl]-3-yl)-6-methoxy-1-methyl-1H-benzo[d]imidazol-5-yl)methyl)piperidine-2-acetic acid